OCC(=O)C1=CC=CC=C1 α-Hydroxyacetophenone